OC(CN1C(C=CC(=C1)C1=CC2=NC=CC(=C2O1)C1=CC(=NC=C1)NCC(C)(C)O)=O)(C)C 1-(2-hydroxy-2-methylpropyl)-5-(7-(2-((2-hydroxy-2-methylpropyl)amino)pyridin-4-yl)furo[3,2-b]pyridin-2-yl)pyridin-2(1H)-one